8-bromo-4-methyl-1,2,3,4,6,10b-hexahydropyrazino[2,1-a]isoindole BrC=1C=C2CN3C(C2=CC1)CNCC3C